N-(3,4-dibromophenyl)methyl-7-phenyl-6-heptynylamide BrC=1C=C(C=CC1Br)C[N-]CCCCCC#CC1=CC=CC=C1